2,3-dichloro-6-aminoquinoxaline ClC1=NC2=CC=C(C=C2N=C1Cl)N